methyl-7-(2-methyl-4-(4,4,5,5-tetramethyl-1,3-dioxolan-2-yl)phenyl)-1-(tetrahydro-2H-pyran-2-yl)-6,7-dihydro-1H-pyrazolo[3,4-f][1,4]oxazepin-8(5H)-one CC1=NN(C=2C(N(CCOC21)C2=C(C=C(C=C2)C2OC(C(O2)(C)C)(C)C)C)=O)C2OCCCC2